FC=1C=C(C(=O)NC=2SC(=CN2)C2=CC=C(C=C2)N2CCCC2)C=C(C1O)C=O 3-fluoro-5-formyl-4-hydroxy-N-(5-(4-(pyrrolidin-1-yl)phenyl)thiazol-2-yl)benzamide